(R)-2-(((benzyloxy)-carbonyl)amino)-6-hydroxyhexanoic acid C(C1=CC=CC=C1)OC(=O)N[C@@H](C(=O)O)CCCCO